(R)-2-Methyl-N4-(1-methyl-3-(6-(trifluoromethyl)pyridin-3-yl)-1H-pyrazol-5-yl)-N1-((S)-11-oxo-2,3,10,11-tetrahydro-1H,5H-benzo[d]pyrazolo[1,2-a][1,2]diazepin-10-yl)succinamide C[C@@H](C(=O)N[C@H]1C2=C(CN3N(C1=O)CCC3)C=CC=C2)CC(=O)NC2=CC(=NN2C)C=2C=NC(=CC2)C(F)(F)F